O=C(C(=O)[O-])CC 2-oxo-butyrate